1-(4-((7-methoxyquinolin-4-yl)oxy)phenyl)-2,4-dihydro-3H-1λ6,2,5-thiadiazol-3-one 1-oxide COC1=CC=C2C(=CC=NC2=C1)OC1=CC=C(C=C1)S=1(NC(CN1)=O)=O